C(C)(C)(C)OC(NC=1N=C(SC1)C1=NC(=CN=C1)C1=CC(=C(C=C1)OC)OC)=O (2-(6-(3,4-dimethoxyphenyl)pyrazin-2-yl)thiazole-4-yl)carbamic acid tert-butyl ester